2'-(4,5-Dimethyl-1H-imidazol-2-yl)-N-[(3R)-tetrahydrofuran-3-yl]-3,4'-bipyridine-5-carboxamide trifluoroacetate salt FC(C(=O)O)(F)F.CC=1N=C(NC1C)C1=NC=CC(=C1)C=1C=NC=C(C1)C(=O)N[C@H]1COCC1